N,N'-Di(1H-pyrazol-4-yl)ethan-1,2-diimin N1N=CC(=C1)N=CC=NC=1C=NNC1